1-(methylsulfonyl)pyrrolidine-2-carboxamide CS(=O)(=O)N1C(CCC1)C(=O)N